6-((2S,4S)-2-((difluoromethoxy)methyl)-4-((5-(trifluoromethoxy)pyridin-2-yl)oxy)pyrrolidin-1-yl)nicotinic acid FC(OC[C@H]1N(C[C@H](C1)OC1=NC=C(C=C1)OC(F)(F)F)C1=NC=C(C(=O)O)C=C1)F